4-(3-hydroxypropyl)thiomorpholine 1,1-dioxide OCCCN1CCS(CC1)(=O)=O